C1(CC1)CS(=O)(=O)NC1CC=C(CC1)C1=C2C(=NC(=C1)NC(=O)C1CC1)NC=C2 N-(4-(4-((cyclopropylmethyl)sulfonamido)cyclohex-1-en-1-yl)-1H-pyrrolo[2,3-b]pyridin-6-yl)cyclopropylcarboxamide